1-bromo-8-chloro-3-(1-(5-chloro-2-isopropoxy-4-methyl-3-(6-(trifluoromethyl)pyridin-3-yl)phenyl)ethyl)imidazo[1,5-a]Pyrazine BrC=1N=C(N2C1C(=NC=C2)Cl)C(C)C2=C(C(=C(C(=C2)Cl)C)C=2C=NC(=CC2)C(F)(F)F)OC(C)C